C(CCC)C([O-])C.C(CCC)C([O-])C.C(CCC)C([O-])C.C(CCC)C([O-])C.[Ti+4] titanium tetra(monobutyl-ethoxide)